C(C)N([C@@H](CC1=CNC2=CC=CC=C12)C(=O)[O-])[P@](=O)(C1=CC=CC=C1)OC1C2=CC=CC=C2C=2C=CC=CC12 Ethyl((S)-((9H-fluoren-9-yl)oxy)(phenyl)phosphoryl)-L-tryptophanate